C(C1=CC=CC=C1)OC1=CC(=C(NCC2=CC=C(C=C2)F)C=C1)[N+](=O)[O-] 4-(Benzyloxy)-N-(4-fluorobenzyl)-2-Nitroaniline